1-(((2s,3s)-3-ethyl-5-oxopyrrolidin-2-yl)methoxy)-8-(trifluoromethyl)imidazo[1,2-a][1,7]naphthyridine-6-carboxamide C(C)[C@@H]1[C@H](NC(C1)=O)COC1=NC=CC=2C=C(C=3N(C12)C=C(N3)C(F)(F)F)C(=O)N